NC=1C=C2C(=NC1N1CCOCC1)OC(C2)(C)C(C)(C)O 2-(5-amino-2-methyl-6-morpholino-3H-furo[2,3-b]pyridin-2-yl)propan-2-ol